methyl (2S)-3-(dimethylamino)-2-methyl-propanoate CN(C[C@@H](C(=O)OC)C)C